O.[OH-].[Li+].BrC1=CC(=C(C(=O)O)C=C1OC)I 4-BROMO-2-IODO-5-METHOXYBENZOIC ACID Lithium hydroxide hydrate